3-((2,3,4-trifluorobenzyl)oxy)cyclobutyl 6-oxo-7-oxa-2,5-diazaspiro[3.4]octane-2-carboxylate O=C1NC2(CN(C2)C(=O)OC2CC(C2)OCC2=C(C(=C(C=C2)F)F)F)CO1